FC1=CC=C(C=C1)[C@@H]1N(CCC2=CC=CC=C12)C(CCC1CCNCC1)=O (S)-1-(1-(4-fluorophenyl)-3,4-dihydroisoquinolin-2(1H)-yl)-3-(piperidin-4-yl)propan-1-one